C(\C=C/C(=O)O)(=O)O.CNS(=O)(=O)C[C@@H]1CC[C@H](CC1)N(C=1C2=C(N=CN1)NC=C2)C trans-N-methyl-4-(methyl-7H-pyrrolo[2,3-d]pyrimidin-4-ylamino)cyclohexylmethanesulfonamide maleate